N1=C(C=NC=C1)C1=CNC2=NC=CC(=C21)N2CC1(CCCCN1)CCC2 8-(3-pyrazin-2-yl-1H-pyrrolo[2,3-b]pyridin-4-yl)-1,8-diazaspiro[5.5]undecane